[Si](C1=CC=CC=C1)(C1=CC=CC=C1)(C(C)(C)C)OC[C@@H]1CC2=C(N([C@H](C(N1)=O)C(C)C)C)C=C(C=C2)N2C[C@@H](CC2)NC (2S,5S)-5-(((tert-butyldiphenylsilyl)oxy)methyl)-2-isopropyl-1-methyl-9-((R)-3-(methylamino)pyrrolidin-1-yl)-1,4,5,6-tetrahydrobenzo[e][1,4]diazocin-3(2H)-one